C(CCCCC)C1=CC2=C(C3=C(S2)C=C2C(SC4=C2SC(=C4)CCCCCC)=C3)S1 2,7-dihexyldithieno[2,3-d:2',3'-d']benzo[1,2-b:4,5-b']dithiophene